Methyl 3-(3-((2-(3-((4-(acetamidomethyl)-1H-indol-5-yl)oxy)phenyl)-1H-imidazol-5-yl)(hydroxy)methyl)phenyl)propanoate C(C)(=O)NCC1=C2C=CNC2=CC=C1OC=1C=C(C=CC1)C=1NC(=CN1)C(C=1C=C(C=CC1)CCC(=O)OC)O